hydroxydithiophosphate OS=P([S-])([O-])[O-]